N1C(=NC2=C1C=CC=C2)CN(S(=O)(=O)C=2C=C(C=C1C=NNC21)C)C N-(1H-benzimidazol-2-ylmethyl)-N,5-dimethyl-1H-indazole-7-sulfonamide